C(#N)C=1C=C(C=CC1)NC(=O)C1=C(N(C2=CC=C(C=C12)OC)C=1C=NN(C1)CC)C N-(3-cyanophenyl)-1-(1-ethyl-1H-pyrazol-4-yl)-5-methoxy-2-methyl-1H-indole-3-carboxamide